CC1NCC2=CC=CC=C12 methyl-isoindoline